BrC=1SC2=C(N1)C=CC(=C2)C(=O)N[C@@H]2CCOC1=CC=CC=C21 (R)-2-bromo-N-(chroman-4-yl)benzo[d]thiazole-6-carboxamide